normal octene C=CCCCCCC